[3-[[2-(trifluoromethyl)-5,6,7,8-tetrahydro-[1,2,4]triazolo[1,5-a]pyrazine-7-yl]carbonyl]-4-fluorophenyl]methyl-1(2H)-phthalazinone FC(C1=NN2C(CN(CC2)C(=O)C=2C=C(C=CC2F)CN2C(C3=CC=CC=C3C=N2)=O)=N1)(F)F